C[C@H]1[C@H]([C@H]([C@@H]([C@@H](O1)O[C@@H]2[C@H]([C@H]([C@H](O[C@H]2O[C@@H]3[C@H]([C@H](O[C@@H]([C@@H]3O)CO)O[C@H]4[C@H]([C@H](O[C@H]([C@@H]4O[C@H]5[C@H]([C@@H]([C@@H]([C@@H](O5)C)O)O)O)O[C@@H]6[C@H](O[C@H]([C@@H]([C@H]6O)NC(=O)C)O)CO)CO)O)NC(=O)C)CO)O)O)O)O)O The molecule is a branched amino hexasaccharide in which an alpha-L-fucosyl-(1->2)-beta-D-galactosyl-(1->3)-N-acetyl-alpha-D-galactosaminyl-(1->3)-beta-D-galactosyl-(1->4)-N-acetyl-beta-D-glucosamine linear pentasaccharide carries at the galactose residue proximal to the reducing end a second alpha-L-fucosyl residue via a (1->2) linkage. It is an amino sugar and an amino hexasaccharide.